ClC1=C(C=CC=C1Cl)N1CCN(CC1)CCC(O)C=1C=C2CCN(C2=CC1)C(=O)N(C)C 5-(3-(4-(2,3-dichlorophenyl)piperazin-1-yl)-1-hydroxypropyl)-N,N-dimethylindolin-1-carboxamide